BrCCOC=1C=CC2=C(N(C(=N2)[C@H](CCCC)NC(=O)C=2N(C=3CC(CC(C3C2C)=O)(C)C)C(=O)OC(C)(C)C)C(=O)OC(C)(C)C)C1 tert-butyl (S)-6-(2-bromoethoxy)-2-(1-(1-(tert-butoxycarbonyl)-3,6,6-trimethyl-4-oxo-4,5,6,7-tetrahydro-1H-indole-2-carboxamido)pentyl)-1H-benzo[d]imidazole-1-carboxylate